ClC1=NN2C(N=CC(=C2[C@H](C)OC)NC(NC=2C=C(C(=NC2)N2N=CC(=C2)NC(=O)C2CC(C2)C(C)C)C(F)(F)F)=O)=C1 (S)-N-(1-(5-(3-(2-chloro-7-(1-methoxyethyl)pyrazolo[1,5-a]pyrimidin-6-yl)ureido)-3-(trifluoromethyl)pyridin-2-yl)-1H-pyrazol-4-yl)-3-isopropylcyclobutane-1-carboxamide